C1=CCC=CCCC1 1,4-cyclooctadien